4-[4-(1,3-benzothiazol-2-yloxy)-3-methoxyphenyl]butan-2-one S1C(=NC2=C1C=CC=C2)OC2=C(C=C(C=C2)CCC(C)=O)OC